3-(fluoromethyl)piperidin-3-ol ethyl-6-chloro-2-(4-cyclopropoxyphenyl)-3-oxoimidazo[1,5-a]pyrazine-1-carboxylate C(C)C1=C(N=CC=2N1C(N(C2C(=O)OC2(CNCCC2)CF)C2=CC=C(C=C2)OC2CC2)=O)Cl